tert-butoxycarbonyl-6-aminohexanoic acid C(C)(C)(C)OC(=O)C(C(=O)O)CCCCN